(3S)-3-(2-(5-(2-(3,3-dimethylazetidin-1-yl)ethyl)-2-oxo-4-(trifluoromethyl)pyridin-1(2H)-yl)-4-methylpentanamido)-3-(4-fluoro-2',5,6'-trimethyl-[1,1'-biphenyl]-3-yl)propanoic acid CC1(CN(C1)CCC=1C(=CC(N(C1)C(C(=O)N[C@@H](CC(=O)O)C=1C=C(C=C(C1F)C)C1=C(C=CC=C1C)C)CC(C)C)=O)C(F)(F)F)C